m-{2-[(cyclopropylmethyl)amino]-6-(1-{[6-(methoxymethyl)-2-pyridinyl]methyl}-1H-1,2,3-triazol-4-yl)-4-pyrimidinyl}benzonitrile C1(CC1)CNC1=NC(=CC(=N1)C=1C=C(C#N)C=CC1)C=1N=NN(C1)CC1=NC(=CC=C1)COC